C(#N)C=1C=NN2C1C(=CC(=C2)OCC(C)(C)O)C=2C=CC(=NC2)N2[C@@H]1CC3CC(C[C@@H]2C3)(C1)NC(OC(C)(C)C)=O tert-butyl ((1R,3S,5s,7s)-2-(5-(3-cyano-6-(2-hydroxy-2-methylpropoxy)pyrazolo[1,5-a]pyridin-4-yl)pyridin-2-yl)-2-azaadamantan-5-yl)carbamate